N-(2-((4-(2-(((5-Hydroxypyridin-3-yl)methyl)((1-methyl-1H-indazol-5-yl)methyl)amino)ethyl)phenyl)carbamoyl)-4,5-dimethoxyphenyl)-4-oxo-4H-chromene-2-carboxamide OC=1C=C(C=NC1)CN(CCC1=CC=C(C=C1)NC(=O)C1=C(C=C(C(=C1)OC)OC)NC(=O)C=1OC2=CC=CC=C2C(C1)=O)CC=1C=C2C=NN(C2=CC1)C